[OH-].C(C(=C)C)(=O)NCCC[N+](CCCS(=O)(=O)O)(C)C N-(3-(methacrylamido)propyl)-N,N-dimethyl-N-(3-sulfopropyl)ammonium hydroxide